FC1=CC(=C(OC=2N=NC(=CC2C(=O)NC2=CC(=CC=C2)S(=O)(=N)C)C(F)(F)F)C=C1)C 3-(4-fluoro-2-methylphenoxy)-N-(3-(S-methylsulfonimidoyl)phenyl)-6-(trifluoromethyl)pyridazine-4-carboxamide